tert-butyl 4-(5-{4-[(cyanomethyl)amino]-6-{3-cyanopyrrolo[1,2-b]pyridazin-7-yl}pyridin-3-yl}-1,3,4-thiadiazol-2-yl)piperazine-1-carboxylate C(#N)CNC1=C(C=NC(=C1)C1=CC=C2N1N=CC(=C2)C#N)C2=NN=C(S2)N2CCN(CC2)C(=O)OC(C)(C)C